BrC=1C=CC(=C(C1)NC([C@@H](C1CCC(CC1)(F)F)NC(OCC1=CC=CC=C1)=O)=O)O benzyl (R)-(2-((5-bromo-2-hydroxyphenyl)amino)-1-(4,4-difluorocyclohexyl)-2-oxoethyl)carbamate